N1N=C(N=C1)S(=O)(=O)Cl 1H-1,2,4-triazole-3-sulfonyl chloride